tert-butyl 3-(1-methyl-6-oxo-1,6-dihydropyridin-3-yl)-4-oxopiperidine-1-carboxylate CN1C=C(C=CC1=O)C1CN(CCC1=O)C(=O)OC(C)(C)C